FC1=CC=C(C=C1)C1=CN=C(O1)S(=O)(=O)CC1=CC(=CC=C1)C(F)(F)F 5-(4-fluorophenyl)-2-((3-(trifluoromethyl)benzyl)sulfonyl)oxazole